bis-[3-(p-methoxybenzylsulfonyloxy)phenyl]urea COC1=CC=C(CS(=O)(=O)OC=2C=C(C=CC2)NC(NC2=CC(=CC=C2)OS(=O)(=O)CC2=CC=C(C=C2)OC)=O)C=C1